C[C@H]1CC[C@@H](NC1)C=1C=CC2=C(N=C(S2)C2CCN(CC2)C)C1 5-((2R,5S)-5-methylpiperidin-2-yl)-2-(1-methylpiperidin-4-yl)benzo[d]thiazole